9-bromo-10-(1-naphthyl)anthracene-1,2,3,4,5,6,7,8-d8 BrC=1C2=C(C(=C(C(=C2C(=C2C(=C(C(=C(C12)[2H])[2H])[2H])[2H])C1=CC=CC2=CC=CC=C12)[2H])[2H])[2H])[2H]